CC1CCC(CC1)C(COC)(COC)CCC(C)(Br)Br 2-(4-methylcyclohexyl)-2-(3,3-dibromobutyl)-1,3-dimethoxypropane